4,5,6,7-tetrabromoisobenzofuran-1,3-dione BrC1=C2C(OC(C2=C(C(=C1Br)Br)Br)=O)=O